(4-isopropylcyclohexyl)ethanol tert-butyl-((1S,6R)-2,2-difluoro-6-hydroxycyclohexyl)carbamate C(C)(C)(C)N(C(=O)OC(C)C1CCC(CC1)C(C)C)[C@@H]1C(CCC[C@H]1O)(F)F